BrC1=NN(C(=C1)C(=O)NC1(CC1)C(NC1=C(C(=CC=C1)C)Br)=O)C1=NC=CC=C1Cl 3-bromo-N-(1-((2-bromo-3-methylphenyl)carbamoyl)cyclopropyl)-1-(3-chloropyridin-2-yl)-1H-pyrazole-5-carboxamide